C(C)(C)(C)OC(NC1C2CNCC12)=O (3-azabicyclo[3.1.0]hex-6-yl)carbamic acid tert-butyl ester